CC1(OC1)C=1OC=CC1 2-(2-methyloxiran-2-yl)furan